3-(3-((2-((5-methyl-2-(4-methylpiperazin-1-yl)oxazol-4-yl)amino)-5-(trifluoromethyl)pyrimidin-4-yl)amino)propyl)-1,3-oxazinan-2-one CC1=C(N=C(O1)N1CCN(CC1)C)NC1=NC=C(C(=N1)NCCCN1C(OCCC1)=O)C(F)(F)F